3-{(S)-5-((S)-sec-butyl)-4-[4-((1R,2R)-2-tert-butyl-cyclopropyl)-3-chloro-phenyl]-4-methyl-2-oxo-3,4-dihydro-2H-pyrimidin-1-yl}bicyclo[1.1.1]pentane-1-carboxylic acid [C@H](C)(CC)C=1[C@](NC(N(C1)C12CC(C1)(C2)C(=O)O)=O)(C)C2=CC(=C(C=C2)[C@H]2[C@@H](C2)C(C)(C)C)Cl